OCC=1C(=NC(NC1)=O)N 5-Hydroxymethylcytosin